(2-chlorophenyl)-4,5-diphenyl-1H-imidazol-1-yl benzoate C(C1=CC=CC=C1)(=O)ON1C(=NC(=C1C1=CC=CC=C1)C1=CC=CC=C1)C1=C(C=CC=C1)Cl